3-(aminomethyl)phenylboronic acid NCC=1C=C(C=CC1)B(O)O